C1(CC1)C=1C=NC(=NC1)N1CCN(CC1)C(CC(C)OC[C@H](C)NC1=C(C(NN=C1)=O)C(F)(F)F)=O 5-(((2S)-1-((4-(4-(5-cyclopropylpyrimidin-2-yl)piperazin-1-yl)-4-oxobutan-2-yl)oxy)propan-2-yl)amino)-4-(trifluoromethyl)pyridazin-3(2H)-one